dihydronaphtho[1,2-c]isoxazole N1OCC2=C1C1=CC=CC=C1C=C2